[Si](C)(C)(C(C)(C)C)OCCN1C(C(=CC2=C1N=C(N=C2)SC)C2=CC(=C(C=C2)NS(=O)(=O)CC2=C(C=CC=C2)F)F)=O N-[4-[8-[2-[tert-Butyl(dimethyl)silyl]oxyethyl]-2-methylsulfanyl-7-oxo-pyrido[2,3-d]pyrimidin-6-yl]-2-fluoro-phenyl]-1-(2-fluorophenyl)methanesulfonamide